Dimethylethyltryptamine CC(N(CC)C)CC1=CNC2=CC=CC=C12